C(#N)C1=C(C=CC=C1)C1=C2CN(CC2=CC=C1)C#N 4-(2-cyanophenyl)isoindoline-2-carbonitrile